[(2R)-2-(aminomethyl)pyrrolidin-1-yl][8-methyl-2-(pyridin-2-ylmethyl)-4,5-dihydro-2H-furo[2,3-g]indazol-7-yl]methanone NC[C@@H]1N(CCC1)C(=O)C1=C(C2=C(CCC3=CN(N=C23)CC2=NC=CC=C2)O1)C